C1(CCC1)CNC1CN(CCC1)C=1SC(=NN1)CN1N=NC(=C1)C1=C2C=NNC2=CC(=C1)OC N-(cyclobutylmethyl)-1-(5-((4-(6-methoxy-1H-indazol-4-yl)-1H-1,2,3-triazol-1-yl)methyl)-1,3,4-thiadiazol-2-yl)piperidin-3-amine